N-(2-((5-chloro-2-((2-methoxy-5-((1-methyl-1H-pyrazol-4-yl)amino)-4-(4-methylpiperazine-1-yl)phenyl)amino)pyrimidin-4-yl)amino)phenyl)-N-methylmethanesulfonamide ClC=1C(=NC(=NC1)NC1=C(C=C(C(=C1)NC=1C=NN(C1)C)N1CCN(CC1)C)OC)NC1=C(C=CC=C1)N(S(=O)(=O)C)C